1-chloro-N-[(3R)-1-methyl-3-piperidinyl]pyrido[3,4-d]pyridazin-4-amine ClC1=C2C(=C(N=N1)N[C@H]1CN(CCC1)C)C=NC=C2